(S)-tert-butyl ((3-chloro-8,8-dimethyl-7,8-dihydro-2H-1,6,9-trioxa-9a-borabenzo[cd]azulen-2-yl)methyl)carbamate ClC1=CC=C2C3=C1[C@H](OB3OC(CO2)(C)C)CNC(OC(C)(C)C)=O